O1CCC(CC1)C1=NC=CC(=C1N)N (tetrahydropyran-4-yl)pyridine-3,4-diamine